tetra[2-propyl-(1-aziridinyl)]propionate C(CC)C1N(C1)C(C(C(=O)[O-])(N1C(C1)CCC)N1C(C1)CCC)N1C(C1)CCC